OC(C#C)C=1C=NN2C1N(C(C1=C2CN(C(C1)C)C(=O)OC(C)(C)C)=O)C1=CC=C(C=C1)C(NC)=O tert-butyl 3-(1-hydroxyprop-2-yn-1-yl)-7-methyl-4-(4-(methylcarbamoyl)phenyl)-5-oxo-5,6,7,9-tetrahydropyrazolo[1,5-a]pyrido[4,3-e]pyrimidine-8(4H)-carboxylate